C(C)(C)(C)C1=C(C(=CC(=C1)NC1=NC(=NC(=N1)SCCCCCCCC)SCCCCCCCC)C(C)(C)C)O 2,6-di-tert-butyl-4-(4,6-dioctylthio-1,3,5-triazin-2-yl)aminophenol